2-(1-ethoxyethenyl)-5-fluoro-4-methylpyridine C(C)OC(=C)C1=NC=C(C(=C1)C)F